(2z,5e)-6,10-dimethyl-2-(pent-4-en-1-ylidene)undec-5,9-dien-1-ol C\C(=C/CC/C(/CO)=C/CCC=C)\CCC=C(C)C